[Na+].NC1=C(C=C(C=C1)C)S(=O)(=O)[O-] amino-5-methylbenzenesulfonic acid sodium salt